tert-butyl 4-(2-bromo-6-chloro-4-cyano-phenyl)-4-cyano-butanoate BrC1=C(C(=CC(=C1)C#N)Cl)C(CCC(=O)OC(C)(C)C)C#N